2-benzyloxy-5-[3-(4,4,5,5-tetramethyl-1,3,2-dioxaborolan-2-yl)phenyl]pyridine C(C1=CC=CC=C1)OC1=NC=C(C=C1)C1=CC(=CC=C1)B1OC(C(O1)(C)C)(C)C